ClC1=NC=C(C(=N1)C1=CC=C2CN(C(C2=C1)=O)[C@@H](C(=O)N[C@H](C)C1=NC(=CC=C1)OC)CO)Cl (2R)-2-[6-(2,5-dichloropyrimidin-4-yl)-1-oxo-2,3-dihydro-1H-isoindol-2-yl]-3-hydroxy-N-[(1R)-1-(6-methoxypyridin-2-yl)ethyl]propanamide